CC12CCC(CC1)C(=C2)C (+-)-1,8-dimethyl-bicyclo[2.2.2]oct-7-ene